C(C)(=O)OC(C)(C)C 1-tert-butyl acetate